3-amino-4-(7-fluoro-1H-indazol-4-yl)-6-prop-1-ynyl-1H-benzo[h]quinolin-2-one NC=1C(NC2=C3C(=C(C=C2C1C1=C2C=NNC2=C(C=C1)F)C#CC)C=CC=C3)=O